C1(=CC=CC=C1)CCCC1=NOC(=N1)[C@H]1N(CCCC1)S(=O)(=O)C 3-(3-phenylpropyl)-5-[(2S)-1-methanesulfonylpiperidin-2-yl]-1,2,4-oxadiazole